(2S)-2-(((2-(3-chlorophenyl)-1-(2,3-dihydro-1H-inden-5-yl)-2-methylpropoxy)carbonyl)amino)-3-cyclohexylpropanoic acid ClC=1C=C(C=CC1)C(C(OC(=O)N[C@H](C(=O)O)CC1CCCCC1)C=1C=C2CCCC2=CC1)(C)C